C1(CCCCC1)C1=C2N(C(C(=N1)NCC1=CC(=CC(=C1)C)F)=O)[C@@H](CC2)C(=O)O (S)-1-cyclohexyl-3-((3-fluoro-5-methylbenzyl)amino)-4-oxo-4,6,7,8-tetrahydropyrrolo[1,2-a]pyrazine-6-carboxylic acid